3-((2-(3-chloro-1-methyl-1H-pyrazol-4-yl)pyrimidin-4-yl)amino)-5-isopropylisoquinoline ClC1=NN(C=C1C1=NC=CC(=N1)NC=1N=CC2=CC=CC(=C2C1)C(C)C)C